fluorooxirane FC1OC1